C(C1=CC=CC=C1)OC1=CC=C2C(CCOC2=C1)(O)C1=CC(=C(C=C1)Br)F 7-(benzyloxy)-4-(4-bromo-3-fluorophenyl)chroman-4-ol